ClC1=NC2=CC(=CC=C2C(=N1)NC1CCN(CC1)C1CCCCCC1)C(F)(F)F 2-chloro-N-(1-cycloheptylpiperidin-4-yl)-7-(trifluoromethyl)quinazolin-4-amine